2-(4-chloro-5,5-dimethyl-5H-pyrrolo[2,3-d]pyrimidin-7(6H)-yl)isonicotinonitrile ClC=1C2=C(N=CN1)N(CC2(C)C)C=2C=C(C#N)C=CN2